C1(CCCCC1)S(=O)(=O)N1C(CCC1)C(=CNS(=O)=O)C(NC1=C2CCCC2=CC=2CCCC12)=O 2-(1-(cyclohexylsulfonyl)pyrrolidin-2-yl)-N-((1,2,3,5,6,7-hexahydro-S-indacen-4-yl)carbamoyl)vinylsulfonamide